C(C)(C)(C)OC(C1=CC=C(C=C1)N)=O tert-butyl-4-aminobenzoate